(3S)-1-[3-(2-fluorophenoxy)-6-nitro-2-(trifluoromethyl)phenyl]piperidin 3,3-dimethoxyacrylate COC(=CC(=O)O)OC.FC1=C(OC=2C(=C(C(=CC2)[N+](=O)[O-])N2CCCCC2)C(F)(F)F)C=CC=C1